1-[cis-4-(6-amino-2-chloro-9H-purin-9-yl)cyclohexyl]-3-(3-methoxyphenyl)urea NC1=C2N=CN(C2=NC(=N1)Cl)[C@H]1CC[C@H](CC1)NC(=O)NC1=CC(=CC=C1)OC